NN1C(=NC=2N(C(N(C2C1=O)CC1CC1)=O)[C@@H]1O[C@@H]([C@@H]([C@H]1O)O)CO)N 1,2-Diamino-7-(cyclopropylmethyl)-9-((2R,3R,4R,5R)-3,4-dihydroxy-5-(hydroxymethyl)tetrahydrofuran-2-yl)-7,9-dihydro-1H-purine-6,8-dione